N12C(CSC2CC1)C(=O)[O-] 4-thia-1-azabicyclo[3.2.0]heptane-2-carboxylate